The molecule is an optically active form of cysteine having L-configuration. It has a role as a flour treatment agent, a human metabolite and an EC 4.3.1.3 (histidine ammonia-lyase) inhibitor. It is a serine family amino acid, a proteinogenic amino acid, a cysteine and a L-alpha-amino acid. It is a conjugate base of a L-cysteinium. It is a conjugate acid of a L-cysteinate(1-). It is an enantiomer of a D-cysteine. It is a tautomer of a L-cysteine zwitterion. C([C@@H](C(=O)O)N)S